ClC1=NC(=CC(=N1)C(=O)NC1CC2=CC=CC=C2CC1)NC1=C(C=CC=C1)OC 2-Chloro-6-((2-methoxyphenyl)amino)-N-(1,2,3,4-tetrahydronaphthalen-2-yl)pyrimidine-4-carboxamide